ClC1=CC=C(OCCCN2CCC(CC2)NC(COC2=C(C=C(C=C2)Cl)Cl)=O)C=C1 N-(1-(3-(4-chlorophenoxy)propyl)piperidin-4-yl)-2-(2,4-dichlorophenoxy)acetamide